OC1(CN(C1)CC1=NN2C(C(N1C)=O)=CC(=C2)B2OC(C(O2)(C)C)(C)C)C 2-((3-hydroxy-3-methylazetidin-1-yl)methyl)-3-methyl-6-(4,4,5,5-tetramethyl-1,3,2-dioxaborolan-2-yl)pyrrolo[2,1-f][1,2,4]triazin-4(3H)-one